ClC1=NC(=CC(=N1)C(=O)C1=CC=CC=C1)Cl (2,6-dichloropyrimidin-4-yl)(phenyl)methanone